C1=C2C=3C4=C(C5=C(C6=CC=CC(C7=CC=CC(=C1)C37)=C64)C=CC=C5)C=C2 dibenzo(e,ghi)perylene